ClC1=CC=C(C=C1)N1C(=NC=2N(C(N(C(C12)=O)C)=O)C1CCCCC1)C=1C(=NC=CC1)Cl 7-(4-chlorophenyl)-8-(2-chloropyridin-3-yl)-3-cyclohexyl-1-methylpurine-2,6-dione